ClC=1C=C(C(=C2C(N(CC12)[C@H]1C(NC(CC1)=O)=O)=O)F)CNC(OC1CC(C1)N1C(=NC2=C1CCCC2)C(F)(F)F)=O (1r,3r)-3-(2-(trifluoromethyl)-4,5,6,7-tetrahydro-1H-benzo[d]imidazol-1-yl)cyclobutyl ((7-chloro-2-(2,6-dioxopiperidin-3-yl)-4-fluoro-3-oxoisoindolin-5-yl)methyl)carbamate